C(C1=CC=CC=C1)C1(CCNCC1)C 4-benzyl-4-methylpiperidine